FC1=CC2=C(N=C(S2)NCC2N(C3CC(C2C)C3)C(=O)C=3N=C(SC3C3=NC=CC=N3)C)C=C1 cis-6-fluoro-N-({4-methyl-2-[2-methyl-5-(pyrimidin-2-yl)-1,3-thiazole-4-carbonyl]-2-azabicyclo[3.1.1]hept-3-yl}methyl)-1,3-benzothiazol-2-amine